[Ni].O.O.COCCOC 1,2-dimethoxyethane dihydrate nickel